[Ca+2].C(CCCCCCCC)C=1C(=C(C2=CC=CC=C2C1)S(=O)(=O)[O-])CCCCCCCCC.C(CCCCCCCC)C=1C(=C(C2=CC=CC=C2C1)S(=O)(=O)[O-])CCCCCCCCC dinonylnaphthalenesulfonate calcium salt